C(C)OC(=O)C1=NC(=C(N=C1Cl)C)C1=C(C(=NC=C1)OC)Cl 3-chloro-6-(3-chloro-2-methoxypyridin-4-yl)-5-methylpyrazine-2-carboxylic acid ethyl ester